CC1=C(C=C(C=C1)NC(=O)[C@H]1NCCNC1)C(N[C@H](C)C1=CC=CC2=CC=CC=C12)=O (S)-N-(4-methyl-3-(((R)-1-(naphthalen-1-yl)ethyl)carbamoyl)phenyl)piperazine-2-carboxamide